tert-Butyl 3,5-difluoro-4-(trifluoromethoxy)benzyl(4-(2-((8-((2-hydroxyethyl)carbamoyl)benzo[c][2,6]naphthyridin-5-yl)oxy)ethoxy)butyl)carbamate FC=1C=C(CN(C(OC(C)(C)C)=O)CCCCOCCOC2=NC3=C(C4=CN=CC=C24)C=CC(=C3)C(NCCO)=O)C=C(C1OC(F)(F)F)F